1-methoxy-3-(4-(4,4,5,5-tetramethyl-1,3,2-dioxaborolan-2-yl)phenyl)urea CONC(=O)NC1=CC=C(C=C1)B1OC(C(O1)(C)C)(C)C